C(C)C1(C(=C(N(C(=C1C(=O)O)C)CC)C)C(=O)O)C1CCCCC1 diethyl-4-cyclohexyl-2,6-dimethyl-1,4-dihydropyridine-3,5-dicarboxylic acid